C(C)(C)(C)NC(C=CC)=O N-tert-butyl-butenamide